1-(2,6-dichlorophenyl)-4-((6-(5-(trifluoromethyl)-[1,2,4]triazolo[4,3-a]pyridin-3-yl)pyridin-3-yl)amino)-1H-pyrazole-3-carboxamide ClC1=C(C(=CC=C1)Cl)N1N=C(C(=C1)NC=1C=NC(=CC1)C1=NN=C2N1C(=CC=C2)C(F)(F)F)C(=O)N